15-Eicosenal C(CCCCCCCCCCCCCC=CCCCC)=O